octaethylporphyrin platinum(II) [Pt+2].C(C)C1=C(C=2C=C3C(=C(C(=CC=4C(=C(C(=CC5=C(C(=C(N5)C=C1N2)CC)CC)N4)CC)CC)N3)CC)CC)CC